ClC1=NC=C(C(=N1)Cl)CN1CC(C1)OCCF 2,4-dichloro-5-{[3-(2-fluoroethoxy)azetidin-1-yl]methyl}pyrimidine